FC(N1N=C(C=C1)C1=C(C=CC(=C1)C1=CC=C(C=C1)F)[C@H]1CN(CC1)C(C=C)=O)F 1-[(3S)-3-[2-[1-(difluoromethyl)pyrazol-3-yl]-4-(4-fluorophenyl)phenyl]pyrrolidin-1-yl]prop-2-en-1-one